bis(hexylamine) copper (II) formate C(=O)[O-].[Cu+2].C(CCCCC)N.C(CCCCC)N.C(=O)[O-]